tert-butyl(1-(2,6-dioxopiperidin-3-yl)-3-methyl-2-oxo-2,3-dihydro-1H-benzo[d]imidazol-5-yl)carbamate C(C)(C)(C)OC(NC1=CC2=C(N(C(N2C)=O)C2C(NC(CC2)=O)=O)C=C1)=O